FC1=C(C=C(C(=C1)C)F)CC=1C=2N(C=C(N1)C1=NC(=C(C(=N1)O)OC)COC)C=CN2 2-{8-[(2,5-difluoro-4-methylphenyl)methyl]imidazo[1,2-a]pyrazin-6-yl}-5-methoxy-6-(methoxymethyl)pyrimidin-4-ol